[O-]S(=O)(=O)C(F)(F)F.[O-]S(=O)(=O)C(F)(F)F.[Na+].FC(CO)(N1C(C(OC(C1(F)F)(F)F)(F)F)(F)F)F.[Na+] 2,2-difluoro-2-(2,2,3,3,5,5,6,6-octafluoromorpholin-4-yl)ethanol sodium bis-triflate